C(C1=CC=CC=C1)C=1C=2N(C=C(N1)C1=CC(=C(C=C1)Cl)O[Si](C)(C)C(C)(C)C)C(C(N2)\C=C\2/OC=CC2)=O (Z)-8-benzyl-6-(3-((tert-butyldimethylsilyl)oxy)-4-chlorophenyl)-2-(furan-2-ylideneMethyl)imidazo[1,2-a]Pyrazin-3(2H)-one